NCC=1C=C(C=CC1)C=1C=CC2=C(C(=C(O2)C)COC2=C(C=CC(=C2)C)CC(=O)OCC)C1 ethyl 2-(2-((5-(3-(aminomethyl)phenyl)-2-methylbenzofuran-3-yl)methoxy)-4-methylphenyl)acetate